2,2'-(n-butyl-imino)diethanol C(CCC)N(CCO)CCO